CN(C)CCOC(C1=CC=CC=C1)C2=CC=C(C=C2)Br The molecule is a tertiary amino compound that is the 4-bromobenzhydryl ether of 2-(dimethylamino)ethanol. An antihistamine with antimicrobial properties, it is used in the control of cutaneous allergies. It has a role as an antimicrobial agent, a muscarinic antagonist and a H1-receptor antagonist. It is a tertiary amino compound and an organobromine compound. It contains a bromazine hydrochloride.